C(C)(C)(C)C1=CC2=C(N=C(S2)N)C=C1 6-tert-butyl-1,3-benzothiazol-2-amine